methyl (R)-3-(2-((S)-4-(4-fluorophenyl)-2-methylpiperazin-1-yl)ethyl)-1-oxo-2,8-diazaspiro[4.5]decane-8-carboxylate FC1=CC=C(C=C1)N1C[C@@H](N(CC1)CC[C@@H]1NC(C2(C1)CCN(CC2)C(=O)OC)=O)C